[Si](C)(C)(C(C)(C)C)OC1CC2(C1)CC(N(CC2)C2=NC(=NC(=C2)Cl)OC)CO (2-((tert-butyldimethylsilyl)oxy)-7-(6-chloro-2-methoxypyrimidin-4-yl)-7-azaspiro[3.5]nonane-6-yl)methanol